(3-(hydroxymethyl)-6-methoxy-2,3-dihydro-1-benzofuran-3-yl)methanol OCC1(COC2=C1C=CC(=C2)OC)CO